CC1=NC(=CC=C1N1CCN(CC1)CC=1C=CC=2C=3CCCCC3C(NC2C1)=O)C(NC)=O 3-((4-(2-methyl-6-(methylcarbamoyl)pyridin-3-yl)piperazin-1-yl)methyl)-7,8,9,10-tetrahydrophenanthridin-6(5H)-one